BrC1=CC(=C(C=C1)NC=1NCCN1)OC N-(4-bromo-2-methoxyphenyl)-4,5-dihydro-1H-imidazol-2-amine